5-Fluoro-6-(2-methoxyethoxy)-3-(3-{4-[(3R)-3-methylmorpholine-4-carbonyl]phenyl}-1,2-oxazol-5-yl)-1H-indazole FC=1C=C2C(=NNC2=CC1OCCOC)C1=CC(=NO1)C1=CC=C(C=C1)C(=O)N1[C@@H](COCC1)C